1-(1,2-dicarboxyethyl)benzotriazole tert-butyl-4-(((3R,4S)-4-ethynyl-3-fluoropiperidin-1-yl)methyl)piperidine-1-carboxylate C(C)(C)(C)OC(=O)N1CCC(CC1)CN1C[C@@H]([C@@H](CC1)C#C)F.C(=O)(O)C(CC(=O)O)N1N=NC2=C1C=CC=C2